(2S)-1-(3-(3,4-dimethyl-6a,7,9,10-tetrahydropyrazino[1,2-d]pyrido[3,2-b][1,4]oxazin-8(6H)-yl)-3-oxopropoxy)propan CC1=C(C=2OCC3N(C2N=C1)CCN(C3)C(CCOCCC)=O)C